5-Bromo-2-methylsulfanyl-1H-imidazo[4,5-b]pyridine BrC1=CC=C2C(=N1)N=C(N2)SC